C(C)N(CCCC(C)[N+]#[C-])CC DIETHYL-(4-ISOCYANO-PENTYL)-AMINE